5-(5-chloroisoindolin-2-yl)-3-isopropyl-7-(1H-pyrazol-4-yl)pyrazolo[1,5-a]pyrimidine-2-carboxamide ClC=1C=C2CN(CC2=CC1)C1=NC=2N(C(=C1)C=1C=NNC1)N=C(C2C(C)C)C(=O)N